BrC1=C(C=CC(=C1)N(CC=C)CC=C)CO (2-bromo-4-(diallylamino)phenyl)methanol